N-{6-[(3-cyclopropyl-1H-pyrazol-5-yl)amino]-5-methoxy-1,2-benzoxazol-3-yl}-2,6-dimethoxy-4-[(2S)-pyrrolidin-2-yl]benzene-1-sulfonamide C1(CC1)C1=NNC(=C1)NC1=CC2=C(C(=NO2)NS(=O)(=O)C2=C(C=C(C=C2OC)[C@H]2NCCC2)OC)C=C1OC